C1(=CC=C(C=C1)C(C=O)=O)C 2-p-tolylethane-1,2-dione